SCC=1C(=CC(=C(C1)CS)C)C (5-mercaptomethyl-2,4-dimethyl-phenyl)-methanethiol